C1(CCCCC1)C=1C=C(C=CC1O)C(C)(C)C1=CC=C(C=C1)C(CC1=CC(=C(C=C1)O)C1CCCCC1)C1=CC(=C(C=C1)O)C1CCCCC1 4,4'-[1-{4-[1-(3-Cyclohexyl-4-hydroxyphenyl)-1-methylethyl]phenyl}ethylene]bis(2-cyclohexylphenol)